C(C)(C)(C)OC(=O)N1C[C@@H](N(CC1)C=1C2=C(N=CN1)N(C=C2C(=O)OC)C2=NC=CC(=C2)Cl)C methyl (S)-4-(4-(tert-butoxycarbonyl)-2-methylpiperazin-1-yl)-7-(4-chloropyridin-2-yl)-7H-pyrrolo[2,3-d]pyrimidine-5-carboxylate